FC(OC=1C=CC(=NC1)C=1C=C2C(=NC=NC2=C(C1)OC)NCC=1N=NC(=CC1)C)F 6-(5-(difluoromethoxy)pyridin-2-yl)-8-methoxy-N-((6-methylpyridazin-3-yl)methyl)quinazolin-4-amine